2-{[(3S)-3-methylpiperidin-1-yl]methyl}-1H,4H,5H,6H-pyrrolo[2,3-c]pyrrole-6-one C[C@@H]1CN(CCC1)CC1=CC2=C(C(NC2)=O)N1